BrC=1C=2N(C=NC1)N=C(C2)C 4-bromo-2-methylpyrazolo[1,5-c]pyrimidine